NC(CCCCCCO[C@H]1CN(CC1)C(=O)OC(C)(C)C)CCC=1C(=NC=CC1)Cl tert-butyl (3R)-3-((7-amino-9-(2-chloropyridin-3-yl)nonyl)oxy)pyrrolidine-1-carboxylate